BrC=1C=C(C(=NC1)OCCCN(C)C)NS(=O)(=O)C1=CC=C(C=C1)OC(F)F N-(5-Bromo-2-(3-(dimethylamino)propoxy)pyridin-3-yl)-4-(difluoromethoxy)benzene-sulfonamide